C1(CCC1)CC1=NC=NO1 5-(cyclobutylmethyl)-1,2,4-oxadiazole